N1(CCCC1)C(=O)O[C@H]1C[C@H](CC1)C=1NN=C(C1)NC(COC1=C(C(=CC=C1)O)C=O)=O (1R,3S)-3-{5-[2-(2-formyl-3-hydroxyphenoxy)acetamido]-2H-pyrazol-3-yl}cyclopentyl pyrrolidine-1-carboxylate